BrC=1C=C(C=CC1)C=1N=NN(C1)CC1=C(C=C(C(=O)OC)C=C1)F methyl 4-((4-(3-bromophenyl)-1H-1,2,3-triazol-1-yl) methyl)-3-fluorobenzoate